3-cyclopropyl-N-((R)-2-(difluoromethoxy)-1-(3-(trifluoromethoxy)phenyl)ethyl)-3-hydroxybutanamide C1(CC1)C(CC(=O)N[C@@H](COC(F)F)C1=CC(=CC=C1)OC(F)(F)F)(C)O